tert-Butyl-4-[1-[(3-aminophenyl)methyl]-2-tert-butoxy-2-oxo-ethyl]-3,3-difluoro-pyrrolidine-1-carboxylate C(C)(C)(C)OC(=O)N1CC(C(C1)C(C(=O)OC(C)(C)C)CC1=CC(=CC=C1)N)(F)F